2-[2-isocyano-2-(4-methylbenzenesulfonyl)-3-(octahydro-1H-inden-2-yl)propyl]-octahydro-1H-indene [N+](#[C-])C(CC1CC2CCCCC2C1)(CC1CC2CCCCC2C1)S(=O)(=O)C1=CC=C(C=C1)C